Cl.N[C@H]1CC2=CC[C@H]3[C@@H]4CC[C@H]([C@@H](CCCC(C)C)C)[C@]4(CC[C@@H]3[C@]2(CC1)C)C 3α-aminocholest-5-ene hydrochloride